CC1=C(C=C2C=C(N=CC2=C1)NC(=O)[C@H]1[C@@H](C1)C1=NC=CC=C1)N1CC[NH+](CC1)[C@]1(COCC1)C (1R,2R)-N-[7-methyl-6-[4-((R)-3-methyltetrahydrofuran-3-yl)piperazin-4-ium-1-yl]-3-isoquinolyl]-2-(2-pyridyl)cyclopropanecarboxamide